N1(CCCCC1)C#N piperidine-1-carbonitrile